The molecule is a cembrane diterpenoid that is cembra-2E,8-(19),11Z-trien-20,10-olide substituted by hydroxy groups at positions 1, 4 and 8. It has been isolated from the leaves of Croton gratissimus. It has a role as a metabolite. It is a cembrane diterpenoid, a diterpene lactone, a macrocycle and a triol. CC(C)[C@]\\1(CCC2=C[C@@H](C[C@](/C=C/C[C@@](/C=C1)(C)O)(C)O)OC2=O)O